methyl 1-(5-(3-cyano-6-ethoxy-pyrazolo[1,5-a]pyridin-4-yl)pyridin-2-yl)-4-(2,5-difluorobenzamido)piperidine-4-carboxylate C(#N)C=1C=NN2C1C(=CC(=C2)OCC)C=2C=CC(=NC2)N2CCC(CC2)(C(=O)OC)NC(C2=C(C=CC(=C2)F)F)=O